C(C)(=O)OS(=O)(=O)C1=C(C(=C(C=C1)C(NC1=CC=C2C(=N1)N(N=C2)CCC)=O)N2CCC1(CC1)CC2)CC ethyl-((4-((1-propyl-1H-pyrazolo[3,4-b]pyridin-6-yl) carbamoyl)-3-(6-azaspiro[2.5]oct-6-yl) phenyl) sulfonyl) acetate